CS(=O)(=O)N[C@@H](C(C)C)C(=O)N1[C@@H]([C@H](CC1)C(C)C)C(=O)N[C@H](C(=O)C=1SC2=C(N1)C=CC=C2)C[C@H]2C(NCC2)=O N-(methylsulfonyl)-L-valyl-(3R)-N-{(2S)-1-(1,3-benzothiazol-2-yl)-1-oxo-3-[(3S)-2-oxopyrrolidin-3-yl]propan-2-yl}-3-propan-2-yl-L-prolinamide